CC(CC)(C)OC1CCCC1 cyclopentyl 1,1-dimethyl-propyl ether